[Pb](Br)(Br)(Br)Br.C1(=CC=CC=C1)C(C[NH3+])C1=CC=CC=C1 Diphenylethylammonium lead tetrabromide